ClC=1C(=C2C(=NC1)NC(=C2)C=2C=NN(C2)C)NCC2C(N(CCC2)C(C=C)=O)CO 1-(3-(((5-Chloro-2-(1-methyl-1H-pyrazol-4-yl)-1H-pyrrolo[2,3-b]pyridin-4-yl)amino)methyl)-2-(hydroxymethyl)piperidin-1-yl)prop-2-en-1-one